C(C)(C)(C)OC(NC1=NC=C2C=C(C=3N(C2=C1)N=CN3)C=3C=NC(=CC3C)C(CC)=O)=O.FS(=O)(=O)O perfluorosulfonate tert-butyl-N-[4-(4-methyl-6-propanoylpyridin-3-yl)-[1,2,4]triazolo[1,5-a]1,6-naphthyridin-8-yl]carbamate